O=C1CC(CN1C1=CC=CC=C1)C(=O)N1CCC(CC1)C(=O)O 1-(5-oxo-1-phenyl-pyrrolidine-3-carbonyl)piperidine-4-carboxylic acid